C(C1=CC(C(=O)O)=CC=C1)(=O)O.CC(CCO)CCO 3-methyl-1,5-pentanediol isophthalate